rac-1-(((4R,6S)-4-Methyl-8-oxo-7-oxa-9-azadispiro[2.2.46.23]dodecan-4-yl)methyl)-1H-benzo[d]imidazole-6-carbonitrile C[C@@]1(C2(CC2)CC[C@@]2(C1)OC(NC2)=O)CN2C=NC1=C2C=C(C=C1)C#N |r|